C(C=C)(=O)N1CCC(CC1)C(=O)NCC1=CC2=C(C=C(O2)C(NS(=O)(=O)C2=C(C=CC=C2)F)=O)C=C1 1-acryloyl-N-((2-(((2-fluorophenyl)sulfonyl)carbamoyl)benzofuran-6-yl)methyl)piperidine-4-carboxamide